FC(C(=O)O)(F)F.C1(NCCC2=CC=CC=C12)=O 3,4-dihydroisoquinolin-1(2H)-one 2,2,2-trifluoroacetate